2-methyl-N-{1-(4-methylcyclohexylidene)-2-oxo-2-[(2-oxospiro[indoline-3,4'-tetrahydropyran]-6-yl)amino]ethyl}pyrazole-3-carboxamide CN1N=CC=C1C(=O)NC(C(NC1=CC=C2C(=C1)NC(C21CCOCC1)=O)=O)=C1CCC(CC1)C